C1(CCCC2CCCCC12)=O decalinone